3-[3-[[[(7R)-3,4-dimethoxybicyclo[4.2.0]octa-1,3,5-trien-7-yl]methyl]methylamino]propyl]-1,3-dihydro-2H-benzazepin-2-one COC=1C=C2C[C@H](C2=CC1OC)CN(CCCC1C(NC2=C(C=C1)C=CC=C2)=O)C